CC(CCCCC/C=C/C=C/C(=O)OCC)(C)C ethyl (2E,4E)-11,11-dimethyldodeca-2,4-dienoate